n-octyloxydodecyloxy phosphate P(=O)(OOCCCCCCCCCCCCOCCCCCCCC)([O-])[O-]